COC(=O)N1C(C(NC2=C(C1)C(=CN=C2)F)=O)C(C)CC 3-(sec-butyl)-6-fluoro-2-oxo-1,2,3,5-tetrahydro-4H-pyrido[3,4-e][1,4]diazepine-4-carboxylic acid methyl ester